[C@@H]12OC[C@@H](N(C1)C(=O)C1=C3C=NNC3=CC=C1F)C2 4-((1S,4S)-2-oxa-5-azabicyclo[2.2.1]heptane-5-carbonyl)-5-fluoro-1H-indazol